OC=1C(=C(C=CC1)C#CC(=O)O)O.[Li] lithium dihydroxybenzenepropiolic acid